3-(5-(((5-(azepan-1-ylmethyl)pyridin-2-yl)methyl)thio)-2-methyl-4-oxoquinazolin-3(4H)-yl)piperidine-2,6-dione N1(CCCCCC1)CC=1C=CC(=NC1)CSC1=C2C(N(C(=NC2=CC=C1)C)C1C(NC(CC1)=O)=O)=O